3-(5-(1-methyl-4-((8-methyl-3,8-diazabicyclo[3.2.1]octan-3-yl)methyl)-1H-pyrrolo[2,3-b]pyridin-6-yl)-1-oxoisoindolin-2-yl)piperidine-2,6-dione CN1C=CC=2C1=NC(=CC2CN2CC1CCC(C2)N1C)C=1C=C2CN(C(C2=CC1)=O)C1C(NC(CC1)=O)=O